ClC1=C2CCC=C(C2=CC(=C1OCCCl)C#N)OS(=O)(=O)C(F)(F)F 5-chloro-6-(2-chloroethoxy)-7-cyano-3,4-dihydronaphthalen-1-yl-trifluoromethanesulfonic acid